tert-Butyl 8-(6-(2-((tert-butoxycarbonyl)amino)-5-fluorobenzo[b]thiophen-4-yl)-3-(ethylthio)-5-fluoro-7,9-dihydrofuro[3,4-f]quinazolin-1-yl)-3,8-diazabicyclo[3.2.1]octane-3-carboxylate C(C)(C)(C)OC(=O)NC1=CC2=C(S1)C=CC(=C2C=2C1=C(C=3C(=NC(=NC3C2F)SCC)N2C3CN(CC2CC3)C(=O)OC(C)(C)C)COC1)F